C(N)(=O)C=1C=C(C=CC1F)NC(=O)[C@@H]1S[C@](C[C@H]1C1=C(C(=C(C=C1)F)F)OC)(C(F)(F)F)C (2R,3S,5R)-N-(3-carbamoyl-4-fluorophenyl)-3-(3,4-difluoro-2-methoxyphenyl)-5-methyl-5-(trifluoromethyl)tetrahydrothiophene-2-carboxamide